C(#N)C(CC=1SC2=C(C1)C=C(C=C2)C=2C=CC1=C(N(C(O1)=O)C)C2)NC(=O)[C@H]2OCCCN(C2)C(=O)OC(C)(C)C tert-butyl (2S)-2-({1-cyano-2-[5-(3-methyl-2-oxo-1,3-benzoxazol-5-yl)-1-benzothiophen-2-yl]ethyl}carbamoyl)-1,4-oxazepane-4-carboxylate